FCC(C)N1C(=NC(=C1)C(F)(F)F)C1=CC=C(N)C=C1 4-(1-(1-fluoropropan-2-yl)-4-(trifluoromethyl)-1H-imidazol-2-yl)aniline